C(C)N=C=NCC(C)N(C)C 1-ethyl-3-(2-dimethylaminopropyl)carbodiimide